C[Si](OC[C@H]1[C@@H](C[C@@H]2OC[C@H](CC[C@@H]21)COCC(=O)O)OC2OCCCC2)(C(C)(C)C)C {[(3R,5aR,6S,7R,8aS)-6-({[dimethyl(2-methyl-2-propanyl)silyl]oxy}methyl)-7-(tetrahydro-2H-pyran-2-yloxy)octahydro-2H-cyclopenta[b]oxepin-3-yl]methoxy}acetic acid